(4-(trifluoromethyl)phenyl)sulfane FC(C1=CC=C(C=C1)S)(F)F